5-(1-[[(5-aminopyridin-3-yl)oxy]methyl]-2,3-dihydro-1H-isoindol-2-yl)-4-(trifluoromethyl)-2-[[2-(trimethylsilyl)ethoxy]methyl]-2,3-dihydropyridazin-3-one NC=1C=C(C=NC1)OCC1N(CC2=CC=CC=C12)C1=C(C(N(N=C1)COCC[Si](C)(C)C)=O)C(F)(F)F